vanillin (VANILLATE) C(C1=CC(OC)=C(O)C=C1)(=O)O.O=CC1=CC(OC)=C(O)C=C1